ClC1=CC=C(C=C1)[C@@]1(N(C(C2=CC(=CC(=C12)F)C(C=1C=NN(C1)C)O)=O)CC1=CC=C(C=N1)C#N)O[C@@H]1COCC1 6-{[(1R)-1-(4-chlorophenyl)-7-fluoro-5-[hydroxy(1-methyl-1H-pyrazol-4-yl)methyl]-3-oxo-1-[(3S)-oxolan-3-yloxy]-2,3-dihydro-1H-isoindol-2-yl]methyl}pyridine-3-carbonitrile